The molecule is a 1,3-thiazole that is substituted at positions 2 and 4 by isopropyl and methyl groups, respectively. A fruit flavour intensifier, it has a peach flavour with distinct vegetable and tropical notes. Also used in apricot, nectarine, durian, mango, pear and blackcurrant flavours. Present in Indonesian durian fruit (Durio zibethinus), red tomatoes, yeast extract, coriander seed oil, and roast meats. It has a role as a flavouring agent and a Maillard reaction product. CC1=CSC(=N1)C(C)C